(3-((4-(4,4-Dimethyl-1-oxo-1,2,3,4-tetrahydroisoquinolin-6-yl)pyrimidin-2-yl)amino)Phenyl)methanesulfonamide CC1(CNC(C2=CC=C(C=C12)C1=NC(=NC=C1)NC=1C=C(C=CC1)CS(=O)(=O)N)=O)C